C1(CC1)C(NC(=O)C1=NN(C(=CC1=O)C)C1=CC=CC=C1)C1=CC=CC=C1 N-(cyclopropyl(phenyl)methyl)-6-methyl-4-oxo-1-phenyl-1,4-dihydropyridazine-3-carboxamide